2-(cyclopenta-1,4-dien-1-yl)ethan-1-amine C1(=CCC=C1)CCN